O=C1CN([C@H](N1)C1=CC=CC=C1)C1=CC=CC=C1 (2S,3S)-5-oxo-2,3-diphenyl-1,2,3,5-tetrahydroimidazol